BrC=1C=2N(C=C(C1)[N+](=O)[O-])C=NN2 8-bromo-6-nitro-[1,2,4]Triazolo[4,3-a]Pyridine